m-iodobenzene diacetate C(C)(=O)O.C(C)(=O)O.IC=1C=CC=CC1